ClC1=NC=NC=C1OC1=C(C(=O)OC)C=C(C=C1)F methyl 2-((4-chloropyrimidin-5-yl)oxy)-5-fluorobenzoate